FC1=C(C=C2C=C(N=CC2=C1)NC(=O)[C@@H]1[C@H](C1)C1=NC=CC=C1)N1CCN(CC1)[C@@]1(COC[C@@H]1O)C (1S,2S)-N-[7-fluoro-6-[4-[(3R,4R)-4-hydroxy-3-methyl-tetrahydrofuran-3-yl]piperazin-1-yl]-3-isoquinolinyl]-2-(2-pyridinyl)cyclopropanecarboxamide